C(C)(=O)OC1=C(C(=O)NC=2C=C(C=CC2C(=O)OC)C2=CC=CC=C2)C=C(C=C1)C=1OC=CC1 Methyl 3-[[2-(acetyloxy)-5-(2-furanyl)benzoyl]amino][1,1'-biphenyl]-4-carboxylate